phenylthiocarbazole C1(=CC=CC=C1)SC1=CC=CC=2C3=CC=CC=C3NC12